CN1C(C(=CC=C1)C#N)=O 1-methyl-2-oxo-1,2-dihydropyridin-3-carbonitrile